BrC1=C(C=C2C(=NC(=NC2=C1F)Cl)N1C[C@@](CCC1)(O)C)[N+](=O)[O-] (R)-1-(7-bromo-2-chloro-8-fluoro-6-nitroquinazolin-4-yl)-3-methylpiperidin-3-ol